FC=1C=CC(=C(C1)[C@@H](C)NC=1C=CC=2N(N1)C(=CN2)C2=NC=CC(=C2)O)CO (R)-2-(6-((1-(5-fluoro-2-(hydroxymethyl)phenyl)-ethyl)-amino)imidazo[1,2-b]pyridazin-3-yl)pyridin-4-ol